5-ethynyl-1-(2-(1-(4-fluorobenzyl)-2,5-dimethyl-1H-imidazol-4-yl)-2-oxoethyl)pyridin-2(1H)-one C(#C)C=1C=CC(N(C1)CC(=O)C=1N=C(N(C1C)CC1=CC=C(C=C1)F)C)=O